tert-butyl (R)-(1-(2-methyl-3-((2,4,4-trimethylpentan-2-yl)amino)imidazo[1,2-a]pyrazin-8-yl)piperidin-3-yl)carbamate CC=1N=C2N(C=CN=C2N2C[C@@H](CCC2)NC(OC(C)(C)C)=O)C1NC(C)(CC(C)(C)C)C